spiro[cyclobutane-1,3'-pyrrolo[3,2-b]pyridine]-2'(1'H)-one N1C(C2(C3=NC=CC=C31)CCC2)=O